C(C)OC(CCC=1SC(=C(C1)C1OCCO1)C1OCCO1)=O 3-(4,5-bis(1,3-dioxolan-2-yl)thiophen-2-yl)propanoic acid ethyl ester